CN(C1CN(C1)C1=C(C=C(C(=C1)OC)NC1=NC=C(C(=N1)C1=CN(C2=CC=CC=C12)C)C)N)C 4-[3-dimethylaminoazetidin-1-yl]-6-methoxy-N-[5-methyl-4-(1-methylindol-3-yl)pyrimidin-2-yl]benzene-1,3-diamine